C(C)(C)(C)OC(=O)N1CCC(=CC1)C=1C=C2C(=CNC2=CC1)C(C(F)(F)F)O 4-(3-(2,2,2-trifluoro-1-hydroxyethyl)-1H-indol-5-yl)-3,6-dihydropyridine-1(2H)-carboxylic acid tert-butyl ester